ClC1=C(C=CC=C1)N1C(N=C(C2=C1N=C(C=C2)C(F)(F)F)NC=2N=CSC2)=O 1-(2-Chlorophenyl)-4-(thiazol-4-ylamino)-7-(trifluoromethyl)pyrido[2,3-d]pyrimidin-2(1H)-one